C(C1=CC=CC=C1)OC1CC(C1)(C(=O)OC(C)C)C(=O)OC(C)C diisopropyl 3-benzyloxycyclobutane-1,1-dicarboxylate